(2,6-dioxo-3-piperidyl)-4-(7-hydroxyheptanylamino)isoindoline-1,3-dione O=C1NC(CCC1N1C(C2=CC=CC(=C2C1=O)NCCCCCCCO)=O)=O